ClC=1C=NC=C(C1NC(=O)C=1C=CC(=C(OCCCCCCCCC(=O)OC)C1)OC(F)F)Cl methyl 9-(5-((3,5-dichloropyridin-4-yl)carbamoyl)-2-(difluoromethoxy)phenoxy)nonanoate